1,3-Dihydro-4-methyl-5-[4-(methylthio)benzoyl]-2H-imidazol-2-one CC=1NC(NC1C(C1=CC=C(C=C1)SC)=O)=O